5,6-difluoro-1-(2-methoxyethyl)-1H-1,3-benzodiazol FC1=CC2=C(N(C=N2)CCOC)C=C1F